Octyl 3-hydroxybenzoate OC=1C=C(C(=O)OCCCCCCCC)C=CC1